BrC1=CC=C(C=C1)C1=CC=CC=C1 1-bromo-4-phenylbenzene